Cl.C(C)C1=CC(=C(O1)C(C)C)N 5-ethyl-2-(propan-2-yl)furan-3-amine hydrochloride